COC(=O)C1CC2=C(NC3=CC=C(C=C23)OS(=O)(=O)F)C(N1)C1=CC2=C(OCO2)C=C1.BrC=1C=C(C=CC1)C(C1C(CCCC1)=O)NC1=CC=CC=C1 2-((3-bromophenyl)(phenylamino)methyl)cyclohexan-1-one methyl-1-(benzo[d][1,3]dioxol-5-yl)-6-((fluorosulfonyl)oxy)-2,3,4,9-tetrahydro-1H-pyrido[3,4-b]indole-3-carboxylate